ClC1=CC=C(C=C1)C1=C2C(=C(N=N1)N[C@H]1CN(C[C@@H](C1)F)C)C=NC=C2 1-(4-chlorophenyl)-N-((3R,5R)-5-fluoro-1-methylpiperidin-3-yl)pyrido[3,4-d]pyridazin-4-amine